2-(2-(1-(3,4-difluorophenyl)-6-oxopiperidin-2-yl)-5-(3,5-dimethylisoxazol-4-yl)-1H-benzo[d]imidazol-1-yl)-N,N-dimethylthiazole-5-sulfonamide FC=1C=C(C=CC1F)N1C(CCCC1=O)C1=NC2=C(N1C=1SC(=CN1)S(=O)(=O)N(C)C)C=CC(=C2)C=2C(=NOC2C)C